C1=CC=CC=2C3=CC=CC=C3C(C12)COC(=O)N[C@H](C(=O)N[C@H](C(=O)NC=1C=CC(=C(C1)S(=O)(=O)O)CI)CCCNC(=O)N)C(C)C 5-[[(2S)-2-[[(2S)-2-(9H-fluoren-9-ylmethoxycarbonylamino)-3-methyl-butanoyl]amino]-5-ureido-pentanoyl]amino]-2-(iodomethyl)benzenesulfonic acid